C1[C@H](O)[C@@H](O)[C@H](O)[C@H](O1)CO 1,5-ANHYDROGLUCITOL